3,4-dichlorophenyl 2,4,6-tri-O-acetyl-3-deoxy-3-[4-(4-thiazolyl)-1H-1,2,3-triazol-1-yl]-1-thio-alpha-D-galactopyranoside C(C)(=O)O[C@H]1[C@@H](SC2=CC(=C(C=C2)Cl)Cl)O[C@@H]([C@@H]([C@@H]1N1N=NC(=C1)C=1N=CSC1)OC(C)=O)COC(C)=O